C(C1=CC=CC=C1)(=O)C1=CC(CC2=C(N1)C=C(C=C2)C)=O 2-Benzoyl-8-methyl-1,5-dihydro-4H-benzo[b]azepine-4-One